C(=O)(O)[C@H](CCC(NCCOCCOCC(NCCOCCOCC(NCCNC(CBr)=O)=O)=O)=O)NC(=O)CCCCCCCCCCCCCCCCC(=O)O 17-{(S)-1-carboxy-3-[2-(2-{[2-(2-{[2-(2-bromoacetyl-amino)ethylcarbamoyl]methoxy}ethoxy)ethylcarbamoyl]methoxy}ethoxy)ethyl-carbamoyl]propylcarbamoyl}heptadecanoic acid